C(#N)C=1C(=CC(=NC1)NC(=O)N1CCCC2=CC(=C(N=C12)C=O)CN1C(OC=CC=C1)=C=O)N[C@@H]1COCC1 (S)-N-(5-Cyano-4-((tetrahydrofuran-3-yl)amino)pyridin-2-yl)-7-formyl-6-((2-carbonyl-1,3-oxazepin-3-yl)methyl)-3,4-dihydro-1,8-naphthyridin-1(2H)-carboxamide